CC1=NC2=C(N1)SC=C2C(=O)O 2-methyl-3H-thieno[2,3-d]imidazole-6-carboxylic acid